N1C=CN=C2C=CC=3C(=C12)C=CN3 pyrroloquinoxaline